CN1C2=NC(=NC(=C2N=C1)C1=CC=C(C=C1)OC(F)(F)F)C1CN(C1)C=O (3-(9-methyl-6-(4-(trifluoromethoxy)phenyl)-9H-purin-2-yl)azetidin-1-yl)methanone